FC1=C(C(=CC=C1)F)C1=C(C=CC(=N1)C(=O)NC=1C(=C2C(=NC1)C(CC2)O)N2C[C@H](CCC2)NC(OC(C)(C)C)=O)F tert-butyl {(3S)-1-[3-({[6-(2,6-difluorophenyl)-5-fluoropyridin-2-yl]carbonyl}amino)-7-hydroxy-6,7-dihydro-5H-cyclopenta[b]pyridin-4-yl]piperidin-3-yl}carbamate